2-(4-(difluoromethylene)piperidin-1-yl)-4-((2-hydroxyethyl)sulfonamido)benzene FC(=C1CCN(CC1)C1=CC=CC(=C1)NS(=O)(=O)CCO)F